OC(CNC(N)=O)(C)C N'-(2-hydroxy-2-methylpropyl)urea